3-(1'-(benzo[d]thiazol-5-ylmethyl)-6-oxo-6,8-dihydro-2H,7H-spiro[furo[2,3-e]isoindole-3,4'-piperidin]-7-yl)piperidine-2,6-dione S1C=NC2=C1C=CC(=C2)CN2CCC1(CC2)COC2=C3CN(C(C3=CC=C21)=O)C2C(NC(CC2)=O)=O